((6-((2-chloro-5-iodopyrimidin-4-yl)amino)pyridin-2-yl)imino)dimethyl-λ6-sulfanone ClC1=NC=C(C(=N1)NC1=CC=CC(=N1)N=S(=O)(C)C)I